N-(2-ethylhexyl)-2-(3,4-dimethoxyphenyl)-3,7-dimethoxyquinolin-4-one C(C)C(CN1C(=C(C(C2=CC=C(C=C12)OC)=O)OC)C1=CC(=C(C=C1)OC)OC)CCCC